ClC1=CC(=C(C=C1)[C@@]1(OC2=C(C=CC=C2C(=C1)F)C1CCN(CC1)CC1=NC=2C(=NC(=CC2)C(=O)O)N1C[C@@H](O)CC)C)F 2-((4-((R)-2-(4-chloro-2-fluorophenyl)-4-fluoro-2-methyl-2H-chromen-8-yl)piperidin-1-yl)methyl)-3-(((S)-oxabutan-2-yl)methyl)-3H-imidazo[4,5-b]pyridine-5-carboxylic acid